FC(SC1=CC=C(C=C1)NC(C1=C(C=CC=C1)S(=O)(=O)N1CCCCC1)=O)F N-(4-((difluoromethyl)thio)phenyl)-2-(piperidin-1-ylsulfonyl)benzamide